FC=1C=C(C=NC1C(F)(F)F)N1C(N([C@H](C1)C#N)C1=CN=CC2=CC=CC=C12)=O |r| Racemic-1-(5-fluoro-6-(trifluoromethyl)pyridin-3-yl)-3-(isoquinolin-4-yl)-2-oxoimidazolidine-4-carbonitrile